[Si](C)(C)(C(C)(C)C)O[C@@H]1CNC[C@H]1O[Si](C)(C)C(C)(C)C (3R,4R)-3,4-bis((tert-butyldimethylsilyl)oxy)pyrrolidine